(5'S,7a'R)-5'-(3,5-difluorophenyl)-3-[(2-methyl[1,3]thiazolo[5,4-d]pyrimidin-7-yl)oxy]tetrahydro-3'H-spiro[cyclobutane-1,2'-pyrrolo[2,1-b][1,3]oxazol]-3'-one FC=1C=C(C=C(C1)F)[C@@H]1CC[C@H]2OC3(C(N21)=O)CC(C3)OC=3C2=C(N=CN3)SC(=N2)C